5-[4-[tert-butoxycarbonyl(cyclopropyl)amino]-1-piperidyl]-7-fluoro-cinnoline-8-carboxylic acid C(C)(C)(C)OC(=O)N(C1CCN(CC1)C1=C2C=CN=NC2=C(C(=C1)F)C(=O)O)C1CC1